CC=1C=CC2=C([C@@H]([C@@H](O2)CCC)NC(=O)C=2C(NC(=CC2)C(F)(F)F)=O)C1 N-((2S,3S)-5-methyl-2-propyl-2,3-dihydrobenzofuran-3-yl)-2-oxo-6-(trifluoromethyl)-1,2-dihydropyridine-3-carboxamide